COC(C1=C(C=C(C=C1)NC(=O)C=1C=NN(C1C(F)(F)F)C1=C2C=CC=NC2=CC=C1)C#N)=O 2-cyano-4-(1-(quinolin-5-yl)-5-(trifluoromethyl)-1H-pyrazole-4-carboxamido)benzoic acid methyl ester